N=1C=C(N2C1C=CC=C2)C(=O)N2[C@@H](C1=C(CC2)C(=CS1)C(=O)OCC)C ethyl (R)-6-(imidazo[1,2-a]pyridine-3-carbonyl)-7-methyl-4,5,6,7-tetrahydrothieno[2,3-c]pyridine-3-carboxylate